CN1C(C=CC=C1C(F)(F)F)=O 1-methyl-6-(trifluoromethyl)pyridin-2(1H)-one